10-(6-Fluoro-pyridin-3-yl)-3-methoxy-6-methyl-6,7-dihydro-4,6-diaza-dibenzo[a,c]cyclohepten-5-one FC1=CC=C(C=N1)C=1C=CC2=C(C3=C(C(N(C2)C)=O)N=C(C=C3)OC)C1